ClC1=CC=C(C=C1)[C@@]1(N(C(C2=CC(=CC(=C12)F)C(C)(C)O)=O)CC1=CC=C(C=N1)C#N)OC1CC(CC1)O 6-{[(1R)-1-(4-chlorophenyl)-7-fluoro-1-[(3-hydroxycyclopentyl)oxy]-5-(2-hydroxypropan-2-yl)-3-oxo-2,3-dihydro-1H-isoindol-2-yl]methyl}pyridine-3-carbonitrile